FC(C1=CC=C(OC2=CC=C3CCN(CC3=C2)C=2N=C(SC2)C#N)C=C1)(F)F 4-(7-(4-(trifluorometh-yl)phenoxy)-3,4-dihydro-isoquinolin-2(1H)-yl)thiazole-2-carbonitrile